FC(C(=O)O)(F)F.ClC=1C=C(C#N)C=C(C1)C(C)(C)C1=CC=C(C=C1)OCC1=NC(=NC=C1)N1CCC(CC1)C#CC=1C=C2C(N(C(C2=CC1)=O)C1C(NC(CC1)=O)=O)=O 3-chloro-5-(2-(4-((2-(4-((2-(2,6-dioxopiperidin-3-yl)-1,3-dioxoisoindolin-5-yl)ethynyl)piperidin-1-yl)pyrimidin-4-yl)methoxy)phenyl)propan-2-yl)benzonitrile trifluoroacetate